(±)-trans-N-[3-(Pyridin-3-yl)phenyl]-4-(tetrahydro-2H-pyran-4-yl)pyrrolidine-3-carboxamide dihydrochloride Cl.Cl.N1=CC(=CC=C1)C=1C=C(C=CC1)NC(=O)[C@@H]1CNC[C@H]1C1CCOCC1 |r|